C(CCC)N1CCO[Sn]2(OCC1)OCCN(CCO2)CCCC 4,12-di-n-butyl-1,7,9,15-tetraoxa-4,12-diaza-8-stannaspiro[7.7]pentadecane